trimethyl(octadecyl)ammonium dichloride [Cl-].[Cl-].C[N+](CCCCCCCCCCCCCCCCCC)(C)C.C[N+](C)(C)CCCCCCCCCCCCCCCCCC